(R)-24-((((9H-fluoren-9-yl)methoxy)carbonyl)amino)-21-oxo-2,5,8,11,14,17-hexaoxa-20-azapentacosan-25-oic acid C1=CC=CC=2C3=CC=CC=C3C(C12)COC(=O)N[C@H](CCC(NCCOCCOCCOCCOCCOCCOC)=O)C(=O)O